FC1(CCCC=2C(=NC(=NC12)N1[C@@H](CCCC1)C)N1C[C@@H]2C([C@@H]2C1)CC(=O)O)F 2-((1R,5S,6S)-3-(8,8-difluoro-2-((R)-2-methylpiperidin-1-yl)-5,6,7,8-tetrahydroquinazolin-4-yl)-3-azabicyclo[3.1.0]hexan-6-yl)acetic acid